N1(CCCC1)CCNC(=O)OC(CCC(=O)O)CC 4-(((2-(pyrrolidin-1-yl)ethyl)carbamoyl)oxy)hexanoic Acid